ClC1=C(C=C(C=C1)C(F)(F)F)NC(=O)C1=C(N=C(S1)N(C(=O)C1(CC1)C(=O)N)C1=CC(=C(C=C1)F)F)C N-(5-((2-chloro-5-(trifluoromethyl)phenyl)carbamoyl)-4-methylthiazol-2-yl)-N-(3,4-difluorophenyl)cyclopropane-1,1-dicarboxamide